2-((tert-butyldiphenylsilyl)oxy)-N-(1-(9-(4-methoxybenzyl)-2-(6-methylpyridin-2-yl)-9H-purin-6-yl)-1H-pyrrolo[3,2-c]pyridin-4-yl)acetamide [Si](C1=CC=CC=C1)(C1=CC=CC=C1)(C(C)(C)C)OCC(=O)NC1=NC=CC2=C1C=CN2C2=C1N=CN(C1=NC(=N2)C2=NC(=CC=C2)C)CC2=CC=C(C=C2)OC